4-methyl-5,6-dihydro-4H-pyrrolo[1,2-c][1,2,3]oxadiazol-7-ium-3-olate CC1CC[N+]2=NOC(=C21)[O-]